O1C(C=CC=C1)C(=O)N 2H-pyran-2-carboxamide